1-(4-chloro-3-(methylamino)benzyl)-7-methyl-2-thioxo-1,2,3,5-tetrahydro-4H-pyrrolo[3,2-d]pyrimidin-4-one ClC1=C(C=C(CN2C(NC(C3=C2C(=CN3)C)=O)=S)C=C1)NC